FC=1C=C(C=C(C1)F)C(C(=O)N1CC2=C(N=C(NC2=O)C2(CC2)C2=CC=C(C=C2)F)CC1)O 6-(2-(3,5-difluorophenyl)-2-hydroxyacetyl)-2-(1-(4-fluorophenyl)cyclopropyl)-5,6,7,8-tetrahydropyrido[4,3-d]pyrimidin-4(3H)-one